BrCC1=NC=CC(=C1F)I 2-(bromomethyl)-3-fluoro-4-iodopyridine